[Si](C1=CC=CC=C1)(C1=CC=CC=C1)(C(C)(C)C)OCCCC1=CC(=NO1)C 5-(3-((tert-butyldiphenylsilyl)oxy)propyl)-3-methylisoxazole